ethyl-4-bromo-1-(1-ethoxy-1-oxopropan-2-yl)-2-formyl-1H-pyrrole-3-carboxylate C(C)OC(=O)C1=C(N(C=C1Br)C(C(=O)OCC)C)C=O